2,4,6-tris(2-propenoxy)-1,3,5-triazine C(C=C)OC1=NC(=NC(=N1)OCC=C)OCC=C